ClC=1C(=C(OC=2N=NC(=CC2C2=NOC[C@@H](N2)CC2=C(C=C(C=C2)C)Cl)C)C=CC1)F (5S)-3-[3-(3-chloro-2-fluorophenoxy)-6-methylpyridazin-4-yl]-5-[(2-chloro-4-methylphenyl)methyl]-5,6-dihydro-4H-1,2,4-oxadiazine